4-(3-chloro-4-fluorophenyl)thiazole-5-carboxamide ClC=1C=C(C=CC1F)C=1N=CSC1C(=O)N